S1C2=C(C(=C1)C=1N=C(C3=C(N1)C(=NC=N3)N(C)C)NCCC3=CC=C(C=C3)O)C=CC=C2 4-(2-((2-(benzo[b]thiophen-3-yl)-8-(dimethylamino)pyrimido[5,4-d]pyrimidin-4-yl)amino)ethyl)phenol